OCCOCN1C=2N=C(NC(C2N=C1)=O)N 9-(2-hydroxyethoxylmethyl)guanine